1-(1-(difluoromethyl)cyclopropyl)-6-oxo-4-(tosyloxy)-1,6-dihydropyridine-3-carboxylic acid methyl ester COC(=O)C1=CN(C(C=C1OS(=O)(=O)C1=CC=C(C)C=C1)=O)C1(CC1)C(F)F